[N-]1N=CN=C1 1,2,4-triazol-1-ide